FC(C(=O)O)(F)F.FC(C(=O)O)(F)F.NC1=C2C(=NC=N1)N(N=C2C)C(C)C=2C(=C(C(=C(C2)Cl)C)C2=NC=C(C(=O)N(C)C)C=C2)OCC 6-{3-[1-(4-Amino-3-methyl-1H-pyrazolo[3,4-d]pyrimidin-1-yl)ethyl]-5-chloro-2-ethoxy-6-methylphenyl}-N,N-dimethylnicotinamide bis(trifluoroacetate)